dodecafluorooctane-1,8-diylbis(methacrylate) FC(C(C(C(C(C=C(C(=O)[O-])C)(F)F)(F)F)(F)F)(F)F)(CCC(C=C(C(=O)[O-])C)(F)F)F